ClC=1C(=CC(=C(CN2C[C@@H](CC2)C(=O)O)C1)C)\C=C\C1=NC=CC(=C1C#N)C1=C(C(=CC=C1)C=1SC=2CN(CCC2N1)C(CN(C)C)=O)C (R,E)-1-(5-chloro-4-(2-(3-cyano-4-(3-(5-(dimethylglycyl)-4,5,6,7-tetrahydrothiazolo[5,4-c]pyridin-2-yl)-2-methylphenyl)pyridin-2-yl)vinyl)-2-methylbenzyl)pyrrolidine-3-carboxylic acid